5-({2-[({4-[1-(2-Hydroxyethyl)piperidin-4-yl]phenyl}carbonyl)amino]pyridin-4-yl}oxy)-6-(2-methoxyethoxy)-N-methyl-1H-indol-1-carboxamid OCCN1CCC(CC1)C1=CC=C(C=C1)C(=O)NC1=NC=CC(=C1)OC=1C=C2C=CN(C2=CC1OCCOC)C(=O)NC